N(C1=CC=CC=C1)C1=NC(=C2N(C(N(C2=N1)[C@@H]1CN(CCC1)CC(C)(C)C)=O)C1=CC=C(C(=O)OC)C=C1)C Methyl 4-{2-anilino-9-[(3S)-1-(2,2-dimethylpropyl)-3-piperidinyl]-6-methyl-8-oxo-8,9-dihydro-7H-purine-7-yl}benzoate